C(CCC)C1=C(OC(C)O)C(=CC=C1)CCCC (2,6-dibutylphenoxy)ethanol